C(C)(=O)N[C@@H](CCCC(=O)O)C(=O)N[C@H](C(=O)NCC1=C(C=CC(=C1)OCCCNC)C)CCC1=CC=CC=C1 (S)-5-acetamido-6-(((S)-1-((2-methyl-5-(3-(methylamino)propoxy)benzyl)amino)-1-oxo-4-phenylbutan-2-yl)amino)-6-oxohexanoic acid